2-(4-Hydroxyphenyl)-1-[4-(4-hydroxyphenyl)-piperazin-1-yl]-ethanone OC1=CC=C(C=C1)CC(=O)N1CCN(CC1)C1=CC=C(C=C1)O